2-(2-(2-(2-bromo-4-fluorobenzyl)-5-(3,5-difluorobenzyl)-3-oxo-2,3,4,5,6,7-hexahydro-1H-pyrazolo[4,3-c]pyridin-1-yl)ethyl)isoindoline-1,3-dione BrC1=C(CN2N(C3=C(CN(CC3)CC3=CC(=CC(=C3)F)F)C2=O)CCN2C(C3=CC=CC=C3C2=O)=O)C=CC(=C1)F